CN1CCN(CC1)C1=CC=C(C=C1)NC=1N=C(C2=C(N1)NC=C2C=O)NCCN2CCOCC2 (2-((4-(4-methylpiperazin-1-yl)phenyl)amino)-4-((2-morpholinoethyl)amino)-7H-pyrrolo[2,3-d]pyrimidin-5-yl)methanone